BrC1=C(C=NN(C1=O)C)N[C@@H]1C[C@@H](CN(C1)C)C1=CC=C(C=C1)CN1CCC(CC1)C1=CC=C(OC2C(NC(CC2)=O)=O)C=C1 3-[4-[1-[[4-[(3R,5R)-5-[(5-bromo-1-methyl-6-oxo-pyridazin-4-yl)amino]-1-methyl-3-piperidyl]phenyl]methyl]-4-piperidyl]phenoxy]piperidine-2,6-dione